2-[(piperidin-4-yl)methyl]-8-(trifluoromethyl)-4,5-dihydro-2H-furo[2,3-g]indazole-7-carboxylic acid ethyl ester C(C)OC(=O)C1=C(C2=C(CCC3=CN(N=C23)CC2CCNCC2)O1)C(F)(F)F